FC1(CC(C1)C(=O)C(C#N)C(C)(C)C)F 2-(3,3-difluorocyclobutane-1-carbonyl)-3,3-dimethylbutyronitrile